COC1(CCNCC1)C 4-methoxy-4-methylpiperidin